CC(=CCNC1=C2C(=NC=N1)N(C=N2)[C@H]3[C@@H]([C@@H]([C@H](O3)COP(=O)([O-])OP(=O)([O-])OP(=O)([O-])[O-])O)O)C The molecule is a ribonucleoside triphosphate oxoanion obtained by deprotonation of the four triphosphate OH groups of N(6)-(dimethylallyl)adenosine 5'-triphosphate. It is a conjugate base of a N(6)-(dimethylallyl)adenosine 5'-triphosphate.